4-amino-6-methoxy-3-(6-(4-methylpiperazin-1-yl)-1H-benzo[D]imidazol-2-yl)quinolin-2(1H)-one NC1=C(C(NC2=CC=C(C=C12)OC)=O)C1=NC2=C(N1)C=C(C=C2)N2CCN(CC2)C